ClC1=CC=C2C(=CNC2=C1)S(=O)(=O)NC1=NC(=C(C(=N1)OC)CCC)OC 6-chloro-N-(4,6-dimethoxy-5-propyl-pyrimidin-2-yl)-1H-indole-3-sulfonic acid amide